2'-[6-amino-5-(trifluoromethoxy)pyridin-3-yl]-N-[(1R)-1-(5-fluoropyridin-3-yl)ethyl]-5',6'-dihydrospiro[pyrrolidine-3,4'-pyrrolo[1,2-b]pyrazole]-1-carboxamide NC1=C(C=C(C=N1)C=1C=C2N(N1)CCC21CN(CC1)C(=O)N[C@H](C)C=1C=NC=C(C1)F)OC(F)(F)F